3-[5-[4-(1,3-dioxolan-2-yl)-1-piperidyl]-4-fluoro-3-isopropyl-2-oxo-benzimidazol-1-yl]piperidine-2,6-dione O1C(OCC1)C1CCN(CC1)C1=C(C2=C(N(C(N2C(C)C)=O)C2C(NC(CC2)=O)=O)C=C1)F